C(N)(ON1N=NC2=C1C=CC(=C2C(C)(C)C)C=O)=O tert-butyl-5-formyl-1H-benzo[d][1,2,3]triazol-1-yl carbamate